ClC=1C(=NC(=NC1)NC1=C(C=C2CCN(CC2=C1)C)OC)N1C[C@](C2=CC=CC=C12)(C(=O)O)C (S)-1-(5-chloro-2-((6-methoxy-2-methyl-1,2,3,4-tetrahydroisoquinolin-7-yl)amino)pyrimidin-4-yl)-3-methylindoline-3-carboxylic acid